COC(C1=CC(=CC=C1)C1=CN(C2=NC=C(C=C21)C2=C(N=NN2C)C)[C@@H](C)C2=NC=CC=C2)=O (S)-3-(5-(1,4-dimethyl-1H-1,2,3-triazol-5-yl)-1-(1-(pyridin-2-yl)ethyl)-1H-pyrrolo[2,3-b]pyridin-3-yl)benzoic acid methyl ester